C1=CC=C(C=C1)C2=CC=CC=C2Cl chloro-1,1'-biphenyl